(Pivaloyloxy)methyl 3-((4-carbamoyl-2,6-difluorophenoxy)methyl)-4-cyclopropylbenzo[b]thiophene-2-carboxylate C(N)(=O)C1=CC(=C(OCC=2C3=C(SC2C(=O)OCOC(C(C)(C)C)=O)C=CC=C3C3CC3)C(=C1)F)F